C(C)SC=1C=C(C=[N+](C1C1=CC2=C(C=N1)N(C=N2)CC(C(F)(F)F)(F)F)[O-])C2(CC2)C#N 1-[5-ethylsulfanyl-1-oxido-6-[3-(2,2,3,3,3-pentafluoropropyl)imidazo[4,5-c]pyridin-6-yl]pyridin-1-ium-3-yl]cyclopropane-carbonitrile